5-fluoro-6-[(5'S,7a'R)-3'-oxo-5'-phenyltetrahydro-1H,3'H-spiro[piperidine-4,2'-pyrrolo[2,1-b][1,3]oxazol]-1-yl]pyridine-3-carbonitrile FC=1C=C(C=NC1N1CCC2(C(N3[C@H](O2)CC[C@H]3C3=CC=CC=C3)=O)CC1)C#N